C(C)(C)(C)N1C(=C(C=C1)C1=CC=C(C=C1)[N+](=O)[O-])C=1OC=CC1C1=CC=CC=C1 1-(tert-butyl)-3-(4-nitrophenyl)-2-(3-phenylfuran-2-yl)-1H-pyrrole